3-methyl-2-oxo-1-(2-(1-trityl-1H-imidazol-5-yl)ethyl)pyrrolidine-3-carboxylic Acid CC1(C(N(CC1)CCC1=CN=CN1C(C1=CC=CC=C1)(C1=CC=CC=C1)C1=CC=CC=C1)=O)C(=O)O